[Ge].[La] lanthanum-germanium